2,2'-azo-bis(3-ethyl-benzothiazoline-6-sulfonic Acid) N(=NC1SC2=C(N1CC)C=CC(=C2)S(=O)(=O)O)C2SC1=C(N2CC)C=CC(=C1)S(=O)(=O)O